C(C)(C)OC1=CC=C(C=C1)C1(CC1)NC=1C=CC=C2C(=CC=NC12)C1=CC=C(C#N)C=C1 4-(8-((1-(4-isopropoxyphenyl)cyclopropyl)amino)quinolin-4-yl)benzonitrile